NC1=NC(=NC=2N1N=C(N2)C=2OC=CC2)N2C[C@@H](CCC2)CN2CCC(CC2)C2=CC=C(C(=O)OC)C=C2 Methyl (S)-4-(1-((1-(7-amino-2-(furan-2-yl)-[1,2,4]triazolo[1,5-a][1,3,5]triazin-5-yl)piperidin-3-yl)methyl)piperidin-4-yl)benzoate